ClC1=C(C(=CC=C1)Cl)N1CC(C1)C1=CC=C(C=C1)C(C)(C)N1CCC(CC1)C(=O)O (2-(4-(1-(2,6-dichlorophenyl)azetidin-3-yl)phenyl)propan-2-yl)piperidine-4-carboxylic acid